FC1=C(C=C(C=C1)F)C=1N=NC(=C2C1SC=C2)NC2C[C@@H]1[C@@H](CN(C1)C([2H])([2H])C1CCOCC1)C2 7-(2,5-difluorophenyl)-N-((3aR,5s,6aS)-2-((tetrahydro-2H-pyran-4-yl)methyl-d2)octahydrocyclopenta[c]pyrrol-5-yl)thieno[2,3-d]pyridazin-4-amine